(±)-2-((2-Chloro-4-(4-(3-chlorophenyl)-trans-2,3-dimethylpiperazine-1-carbonyl)phenyl)sulfinyl)-1-phenylethan-1-one ClC1=C(C=CC(=C1)C(=O)N1[C@H]([C@@H](N(CC1)C1=CC(=CC=C1)Cl)C)C)[S@](=O)CC(=O)C1=CC=CC=C1 |&1:24|